[SH-].N1=CC=CC=C1 pyridine bisulfide